ClC=1C=C(C=C(C1OC=1C=C2C=CC(=NC2=CC1)C)Cl)N1N=C(C(NC1=O)=O)C#N (3,5-dichloro-4-((2-methylquinolin-6-yl)oxy)phenyl)-3,5-dioxo-2,3,4,5-tetrahydro-1,2,4-triazine-6-carbonitrile